ClC1=CC=C(OC2=NN(C=N2)CC(O)C(C)(C)C)C=C1 (4-chlorophenoxy)-α-(1,1-dimethylethyl)-1H-1,2,4-triazol-1-ethanol